erythritol bis-carbonate C(O)(O)=O.C(O)(O)=O.C([C@H](O)[C@H](O)CO)O